(S)-2-(3-((2-amino-4-methyl-6-((1-(methylsulfonyl)heptan-3-yl)amino)pyrimidin-5-yl)methyl)-4-methoxyphenyl)acetic acid NC1=NC(=C(C(=N1)C)CC=1C=C(C=CC1OC)CC(=O)O)N[C@H](CCS(=O)(=O)C)CCCC